2-(6-{[(3R)-3-(2,3-Dichloro-6-fluorophenyl)-1-(prop-2-enoyl)pyrrolidin-3-yl]amino}-8-fluoro-4-oxoquinazolin-3-yl)acetamide ClC1=C(C(=CC=C1Cl)F)[C@]1(CN(CC1)C(C=C)=O)NC=1C=C2C(N(C=NC2=C(C1)F)CC(=O)N)=O